CC1(CC1)C(NOC(/C=C/C(=O)OCC)=O)=N (E)-ethyl 4-((1-methylcyclopropanecarboximidamido)oxy)-4-oxobut-2-enoate